C1(CC1)C=1C=C(C=2N(C1)C=C(N2)CN2N=NC(=C2)CO)NC([O-])=O (6-cyclopropyl-2-((4-(hydroxymethyl)-1H-1,2,3-triazol-1-yl)methyl)imidazo[1,2-a]pyridin-8-yl)carbamate